C(C1=CC=CC=C1)C(C(=O)O)(C(=O)O)OC[C@H]1O[C@H]([C@@H]([C@@]1(O)C#C)O)N1C2=NC(=NC(=C2N=C1)NCC1=C(C=CC=C1)F)Cl 2-benzyl-2-(((2R,3S,4R,5R)-5-(2-chloro-6-((2-fluorobenzyl)amino)-9H-purin-9-yl)-3-ethynyl-3,4-dihydroxytetrahydrofuran-2-yl)methoxy)malonic acid